6-azaspiro[2.5]Octane-2-carboxylic acid ethyl ester C(C)OC(=O)C1CC12CCNCC2